OC(CCCCCCCCC(=O)O)CCC(CCCC)O 10,13-Dihydroxyheptadecanoic acid